N-[(1s,4s)-4-{[2-(trifluoromethyl)quinolin-4-yl]amino}cyclohexyl]-1-benzofuran-2-carboxamide FC(C1=NC2=CC=CC=C2C(=C1)NC1CCC(CC1)NC(=O)C=1OC2=C(C1)C=CC=C2)(F)F